(S)-6-((4-((2-hydroxy-1-phenylethyl)amino)-5-(3-(quinuclidin-4-yl)-1,2,4-oxadiazol-5-yl)pyridin-2-yl)amino)-1-isopropyl-1,2-dihydro-3H-indazol-3-one OC[C@H](C1=CC=CC=C1)NC1=CC(=NC=C1C1=NC(=NO1)C12CCN(CC1)CC2)NC2=CC=C1C(NN(C1=C2)C(C)C)=O